[K+].FC(CCCCCCCCCC(F)(F)F)(F)S(=O)(=O)[O-].[K+].FC(CCCCCCCCCC(F)(F)F)(F)S(=O)(=O)[O-] potassium pentafluoroundecyl-sulfonate potassium